(3-ethynylphenyl)ethane-1,2-diol C(#C)C=1C=C(C=CC1)C(CO)O